C1(CC1)C[C@@H](C(=O)N[C@@H](C)C1=NC=C(C=C1F)F)N1C(NC2=CC=CC=C2C1=O)=O (S)-3-cyclopropyl-N-((S)-1-(3,5-difluoropyridin-2-yl)ethyl)-2-(2,4-dioxo-1,4-dihydroquinazolin-3(2H)-yl)propanamide